FC=1C(=C(C=CC1)C=1C=C2C(=NN1)NC(C1(N2CCN(C1)C(=O)N1CC(N(CC1C)C(=O)[O-])C)C)=O)O 4-(2-(3-fluoro-2-hydroxyphenyl)-6a-methyl-6-oxo-6,6a,7,8,9,10-hexahydro-5H-pyrazino[1',2':4,5]pyrazino[2,3-c]pyridazine-8-carbonyl)-2,5-dimethylpiperazine-1-carboxylate